ClC=1C=C(C=CC1F)NC1=NC=NC2=CC(=C(C=C12)NC(CCCSC1=C2CN(C(C2=CC=C1)=O)C1C(NC(CC1)=O)=O)=O)O[C@@H]1COCC1 N-(4-((3-chloro-4-fluorophenyl)amino)-7-(((S)-tetrahydrofuran-3-yl)oxy)quinazolin-6-yl)-4-((2-(2,6-dioxopiperidin-3-yl)-1-oxoisoindolin-4-yl)thio)butanamide